2-(1-(1-(5-(trifluoromethyl)pyrimidin-2-yl)piperidin-4-yl)ethoxy)-5-(6-(methylsulfonyl)pyridin-3-yl)thiazolo[5,4-b]pyridin FC(C=1C=NC(=NC1)N1CCC(CC1)C(C)OC=1SC2=NC(=CC=C2N1)C=1C=NC(=CC1)S(=O)(=O)C)(F)F